COC(=O)[C@@H]1C[C@@H](C1)O cis-3-hydroxycyclobutyl-carboxylic acid methyl ester